2-[(2S)-2-(hydroxymethyl)morpholin-4-yl]-N,N-dimethyl-4-oxo-chromen-6-carboxamide OC[C@@H]1CN(CCO1)C=1OC2=CC=C(C=C2C(C1)=O)C(=O)N(C)C